OCC1CN(C2CNC12)C(=O)[O-] 4-(hydroxymethyl)-2,6-diazabicyclo[3.2.0]Heptane-2-carboxylate